OC1=CC=C(C=C1)CCNC(=O)C12CC3(CC(CC(C1)C3)C2)C2=CC=C(C=C2)Cl 3-(4-Chloro-phenyl)-adamantane-1-carboxylic acid [2-(4-hydroxy-phenyl)-ethyl]-amide